n-Butyl (3-amino-3-cyanopropyl)-methylphosphinate NC(CCP(OCCCC)(=O)C)C#N